2-((3aR,5r,6aS)-5-(3,4-difluorobenzyl)-5-hydroxyhexa-hydrocyclopenta[c]pyrrol-2(1H)-yl)-1-(5-hydroxypyridin-2-yl)ethanone FC=1C=C(CC2(C[C@@H]3[C@@H](CN(C3)CC(=O)C3=NC=C(C=C3)O)C2)O)C=CC1F